Methyl {8-fluoro-2-[4-(3-methoxyphenyl)-1-piperazinyl]-3-[2-methoxy-5-(trifluoromethyl)-phenyl]-3,4-dihydro-4-quinazolinyl}acetate FC=1C=CC=C2C(N(C(=NC12)N1CCN(CC1)C1=CC(=CC=C1)OC)C1=C(C=CC(=C1)C(F)(F)F)OC)CC(=O)OC